Cl.CN1C(N(C2=C1C=C(C=C2)N2CC(CCC2)NC)N2C(CCCC2=O)=O)=O (3-methyl-5-(3-(methylamino)piperidin-1-yl)-2-oxo-2,3-dihydro-1H-benzo[d]imidazol-1-yl)piperidine-2,6-dione hydrochloride